FC(N1N=CC(=C1C)C#CC=1C=NC=C(C(=O)N(C)C[C@H](CC2=CC=CC=C2)O)C1)F (S)-5-((1-(difluoromethyl)-5-methyl-1H-pyrazol-4-yl)ethynyl)-N-(2-hydroxy-3-phenylpropyl)-N-methylnicotinamide